C(C1=CC=CC=C1)N1CCCN(CCN(CCC1)CC1=C(C(=CC(=C1)C)CN)O)CC1=C(C(=CC(=C1)C)CN)O 2,2'-[(8-benzyl-1,4,8-triazacycloundecane-1,4-diyl)bis(methylene)]bis[6-(aminomethyl)-4-methylphenol]